2-amino-3-phenylpropanol NC(CO)CC1=CC=CC=C1